C(CCCCCCCCCCCCCCCCCCCCCCCCCC=CCC)(=O)O 27-triacontenic acid